4-benzyl-3-(3-(2-trifluoromethyl-phenyl)acryloyl)oxazolidin-2-one C(C1=CC=CC=C1)C1N(C(OC1)=O)C(C=CC1=C(C=CC=C1)C(F)(F)F)=O